C(C)(C)(C)OC(=O)N[C@H](C(=O)N[C@H](C(=O)NC1=CC=C(C=C1)C(C(=O)OC)OC(=O)OC1=CC=C(C=C1)[N+](=O)[O-])C)C(C)C methyl 2-(4-((S)-2-((S)-2-((tert-butoxycarbonyl)amino)-3-methylbutanamido)propanamido)phenyl)-2-(((4-nitrophenoxy)carbonyl)oxy)acetate